C(C)C1=NN(C(C=2N1N=C(C2)I)=O)CC(=O)NC2=NC=NC=C2 2-(7-ethyl-2-iodo-4-oxopyrazolo[1,5-d][1,2,4]triazin-5(4H)-yl)-N-(pyrimidin-4-yl)acetamide